1,1,1,3,3,3-hexafluoropropan-2-yl (S)-1-((6-isopropoxypyridin-3-yl)carbamoyl)-6-azaspiro[2.5]octane-6-carboxylate C(C)(C)OC1=CC=C(C=N1)NC(=O)[C@H]1CC12CCN(CC2)C(=O)OC(C(F)(F)F)C(F)(F)F